FC=1C=C(C=CC1F)N1CC(C=2C1=NC=C(N2)C(=O)N2C(CN(CC2)C2=NC(=C(C(=O)O)C(=C2)C)C)(C)C)(C)C 6-(4-(5-(3,4-difluorophenyl)-7,7-dimethyl-6,7-dihydro-5H-pyrrolo[2,3-b]pyrazine-2-carbonyl)-3,3-dimethylpiperazin-1-yl)-2,4-dimethylnicotinic acid